4-amino-8-[2-fluoro-5-(pyrimidin-5-ylmethoxy)phenyl]-2-oxo-N-propyl-1H-quinoline-3-carboxamide NC1=C(C(NC2=C(C=CC=C12)C1=C(C=CC(=C1)OCC=1C=NC=NC1)F)=O)C(=O)NCCC